COC(=O)C1CC2CC(CC2C1)NC(C)=O 5-acetylaminooctahydropentalene-2-carboxylic acid methyl ester